N-(3,3,3-trifluoro-2-hydroxy-propyl)thiophene-2-carboxamide FC(C(CNC(=O)C=1SC=CC1)O)(F)F